(2S)-4-[[5-(difluoromethyl)-3-[[5-[(1R)-1-hydroxyethyl]-1,3,4-oxadiazol-2-yl]amino]-2-methyl-phenyl]methyl]-2-methyl-piperazine-1-carboxylic acid isopropyl ester C(C)(C)OC(=O)N1[C@H](CN(CC1)CC1=C(C(=CC(=C1)C(F)F)NC=1OC(=NN1)[C@@H](C)O)C)C